6-[2-(3,5-dimethoxyphenyl)-4-methyl-phenyl]sulfanylpyridine-2-carboxylic acid COC=1C=C(C=C(C1)OC)C1=C(C=CC(=C1)C)SC1=CC=CC(=N1)C(=O)O